C1(CC1)NC(=O)C1=CC=C(C(=N1)F)C=1CCN(CC1)CC=1C=C2NC(C(=NC2=C(C1)OC(F)F)C)=O N-cyclopropyl-1'-((8-(difluoromethoxy)-2-methyl-3-oxo-3,4-dihydroquinoxalin-6-yl)methyl)-2-fluoro-1',2',3',6'-tetrahydro-[3,4'-bipyridine]-6-carboxamide